3-Methyl-2-(6-(((1R,2R,5S)-8-methyl-8-azabicyclo[3.2.1]octan-2-yl)amino)pyridazin-3-yl)-5-(trifluoromethyl)phenol CC=1C(=C(C=C(C1)C(F)(F)F)O)C=1N=NC(=CC1)N[C@H]1[C@H]2CC[C@H](CC1)N2C